2-chloro-5-[3-[(1R,2S)-2-fluorocyclopropyl]-1,2,4-oxadiazol-5-yl]aniline ClC1=C(N)C=C(C=C1)C1=NC(=NO1)[C@@H]1[C@H](C1)F